(S)-benzyl 2-(2,6-dichloro-4-((3-chlorobenzyl)(methyl)carbamoyl)benzamido)-3-(3-((R)-2,3-dihydro-1H-inden-1-yl)ureido)propanoate ClC1=C(C(=O)N[C@H](C(=O)OCC2=CC=CC=C2)CNC(=O)N[C@@H]2CCC3=CC=CC=C23)C(=CC(=C1)C(N(C)CC1=CC(=CC=C1)Cl)=O)Cl